[3-(3-aminophenyl)-3-(4-methyl-1,2,4-triazol-3-yl)cyclobutyl]acetonitrile NC=1C=C(C=CC1)C1(CC(C1)CC#N)C1=NN=CN1C